methyl 5-amino-3-ethyl-2-hydroxy-benzoate NC=1C=C(C(=C(C(=O)OC)C1)O)CC